N-(5-cyano-6-(2H-1,2,3-triazol-2-yl)pyridin-3-yl)-1-(8-fluoroquinolin-5-yl)-5-(trifluoromethyl)-1H-pyrazole-4-carboxamide C(#N)C=1C=C(C=NC1N1N=CC=N1)NC(=O)C=1C=NN(C1C(F)(F)F)C1=C2C=CC=NC2=C(C=C1)F